(1R,3r)-3-((R)-1'-(tert-butoxycarbonyl)-[3,4'-bipiperidin]-1-yl)-1-methylcyclobutane-1-carboxylic acid C(C)(C)(C)OC(=O)N1CCC(CC1)[C@@H]1CN(CCC1)C1CC(C1)(C(=O)O)C